S1C(=NC2=C1C=CC=C2)C=2C(=C(C(=C(C2N2C1=CC=C(C=C1C=1C=C(C=CC21)C#N)C#N)N2C1=CC=C(C=C1C=1C=C(C=CC21)C#N)C#N)C2=CC(=NC(=C2)C)C)N2C1=CC=C(C=C1C=1C=C(C=CC21)C#N)C#N)N2C1=CC=C(C=C1C=1C=C(C=CC21)C#N)C#N 9,9',9'',9'''-(3-(benzo[d]thiazol-2-yl)-6-(2,6-dimethylpyridin-4-yl)benzene-1,2,4,5-tetrayl)tetrakis(9H-carbazole-3,6-dicarbonitrile)